6-((2-fluorophenyl)(morpholino)methyl)-1H-indazol-7-ol FC1=C(C=CC=C1)C(C1=CC=C2C=NNC2=C1O)N1CCOCC1